N-(4-fluoro-3-methylphenyl)-5-(2-(((1R,2R,4S)-2-fluoro-4-hydroxycyclohexyl)amino)-2-oxoacetyl)-1,2,4-trimethyl-1H-pyrrole-3-carboxamide FC1=C(C=C(C=C1)NC(=O)C1=C(N(C(=C1C)C(C(=O)N[C@H]1[C@@H](C[C@H](CC1)O)F)=O)C)C)C